N-[3-(5-bromothiazol-2-yl)-1-bicyclo[1.1.1]pentanyl]-5-(1-methylsulfonylcyclopropyl)furan-2-carboxamide BrC1=CN=C(S1)C12CC(C1)(C2)NC(=O)C=2OC(=CC2)C2(CC2)S(=O)(=O)C